CP(OC)(OC)=O DIMETHYL METHYlphosphonate